tetrahydro-quinolinone N1C(CCC2CC=CC=C12)=O